Rac-(4bS,5R,6R,7S,7aR)-4-cyano-7a-(4-cyanophenyl)-4b,5-dihydroxy-N,N-dimethyl-7-phenyl-4b,6,7,7a-tetrahydro-5H-cyclopenta[4,5]furo[2,3-c]pyridine-6-carboxamide C(#N)C=1C2=C(C=NC1)O[C@@]1([C@]2([C@@H]([C@@H]([C@H]1C1=CC=CC=C1)C(=O)N(C)C)O)O)C1=CC=C(C=C1)C#N |r|